bis(1-methyl-1H-indazol-5-yl)(piperidin-4-yl)methanol CN1N=CC2=CC(=CC=C12)C(O)(C1CCNCC1)C=1C=C2C=NN(C2=CC1)C